C1(CC1)C=1C=C2CC(C(C2=CC1)=O)C 5-cyclopropyl-2-methyl-2,3-dihydro-1H-inden-1-one